[Si](C)(C)(C(C)(C)C)OC1CC(NC2=C(C1)C=C(C=C2)Cl)=S 4-{[tert-butyl(dimethyl)silyl]oxy}-7-chloro-1,3,4,5-tetrahydro-2H-1-benzazepine-2-thione